1,2-Diazidoethylferrocene N(=[N+]=[N-])C(CN=[N+]=[N-])[C-]1C=CC=C1.[CH-]1C=CC=C1.[Fe+2]